bis(carbazol-9-yl)-9,9-dimethylfluorene C1=CC=CC=2C3=CC=CC=C3N(C12)C1=C(C=2C(C3=CC=CC=C3C2C=C1)(C)C)N1C2=CC=CC=C2C=2C=CC=CC12